N1=C(C=C(C=C1)B(O)O)C1=NC=CC=C1 2,2'-BIPYRIDIN-4-YLBORONIC ACID